((S)-1-methyl-2-oxiranylmethoxy-ethyl)-carbamic acid tert-butyl ester C(C)(C)(C)OC(N[C@H](COCC1OC1)C)=O